C(C)S(=O)(=O)C=1C(=NC=C(C1)OCC(F)(F)F)C=1OC2=C(N1)C=C(C=C2)S(C(F)(F)F)(=O)=N [2-[3-ethylsulfonyl-5-(2,2,2-trifluoroethoxy)-2-pyridyl]-1,3-benzoxazol-5-yl]-imino-oxo-(trifluoromethyl)-λ6-sulfane